CC(=O)OC(C)(C)[C@@H]1CC2=C(O1)C=CC3=C2OC(=O)C=C3 The molecule is an acetate ester obtained by formal acetylation of the tertiary hydroxy group of 2-[(8S)-2-oxo-8,9-dihydro-2H-furo[2,3-h][1]benzopyran-8-yl]propan-2-ol. It has a role as a plant metabolite. It is a furanocoumarin and an acetate ester.